FC=1C(=C(C=CC1)NN1C(=CC=2C(NCCC21)=O)C2=C(C=NC=C2)OC[C@H]2N(CCC2)C(\C=C\CN2CCOCC2)=O)OC [(3-fluoro-2-methoxyphenyl)amino]-2-(3-{[(2S)-1-[(2E)-4-(morpholin-4-yl)but-2-enoyl]pyrrolidin-2-yl]methoxy}pyridin-4-yl)-1H,5H,6H,7H-pyrrolo[3,2-c]pyridin-4-one